methyl 4-cyano-3-cyclopropylbenzoate C(#N)C1=C(C=C(C(=O)OC)C=C1)C1CC1